thiolauric anhydride C(CCCCCCCCCCC)(=S)OC(CCCCCCCCCCC)=S